C(CCC)C1COC=2C(O1)=CSC2 2-butyl-2,3-di-hydrothieno[3,4-b]-1,4-dioxine